N,N-dimethylbenzoyl-ammonia CN(C)C(C1=CC=CC=C1)=O